1-methyl-4-((trimethylsilyl)ethynyl)-1H-pyrazole-5-d CN1N=CC(=C1[2H])C#C[Si](C)(C)C